[C@H]12[C@@H](C[C@H](CC1)C2)NCC=2C=C1CN(C(C1=CC2)=O)C2C(NC(CC2)=O)=O 3-(5-((((1S,2R,4R)-bicyclo[2.2.1]hept-2-yl)amino)methyl)-1-oxoisoindolin-2-yl)piperidine-2,6-dione